C1(=CC=C(C=C1)CC(=O)N(CC=1SC=CC1)CC=1SC=CC1)CC(=O)N(CC=1SC=CC1)CC=1SC=CC1 2,2'-(1,4-phenylene)bis[N,N-bis(2-thienylmethyl)acetamide]